(S)- or (R)-2-Cyclopropyl-5-[1-(2-difluoromethyl-6-fluoro-phenyl)-piperidin-4-yl]-4-methyl-7-(2-trifluoromethyl-benzyl)-2,4,5,7-tetrahydro-pyrazolo[3,4-d]pyrimidin-6-one C1(CC1)N1N=C2N(C(N([C@H](C2=C1)C)C1CCN(CC1)C1=C(C=CC=C1F)C(F)F)=O)CC1=C(C=CC=C1)C(F)(F)F |o1:9|